(5-(1-bromo-8-chloroimidazo[1,5-a]pyrazin-3-yl)tetrahydro-2H-pyran-2-yl)methanol methyl-2-(chloromethyl)-3-(2-methoxyethyl)benzimidazole-5-carboxylate CC1=C(C=CC=2N=C(N(C21)CCOC)CCl)C(=O)OCC2OCC(CC2)C2=NC(=C1N2C=CN=C1Cl)Br